NCC=1C(=C(C(=CC1)C(F)(F)F)C1=NC(=C(C=N1)F)C)F 2-[3-(aminomethyl)-2-fluoro-6-(trifluoromethyl)phenyl]-5-fluoro-6-methylpyrimidine